BrC1=C(C=C(C=C1)Br)F 1,4-Dibromo-2-fluorobenzene